C[N+]1(C2CC(CC1CC2)C(C(=O)[O-])(CO)C2=CC=CC=C2)C(C)C.OCC(C(=O)OC2CC1CCC(C2)[N+]1(C(C)C)C)C1=CC=CC=C1 (8-methyl-8-prop-2-yl-8-azoniabicyclo[3.2.1]oct-3-yl) 3-hydroxy-2-phenylpropionate ((8-methyl-8-prop-2-yl-8-azoniabicyclo[3.2.1]octan-3-yl) 3-hydroxy-2-phenylpropionate)